S(SC[C@H](CCS(=O)[O-])N=[N+]=[N-])C[C@H](CCS(=O)[O-])N=[N+]=[N-].[Na+].FC=1C=C(C=CC1C=1C=NC(=CC1)C=1N=NN(N1)C1CC1)N1C(O[C@@H](C1)C(C)O)=O.[Na+] (S)-3-(3-fluoro-4-(6-(2-cyclopropyl-2H-tetrazol-5-yl)pyridin-3-yl)phenyl)-5-(1-hydroxyethyl)oxazolidin-2-one sodium (3S,3'S)-4,4'-disulfanediylbis(3-azidobutane-1-sulfinate)